ethyl oxalate monopotassium salt [K+].C(C(=O)[O-])(=O)OCC